COC=1C=C(C=CC1OC)[C@@H](C)NC(C1=C(C=CC=C1)C)=O N-[(1R)-1-(3,4-dimethoxyphenyl)ethyl]-2-methyl-benzamide